N-[1-[4-bromo-2-(2-pyridyl)pyrazol-3-yl]ethyl]-N-(cyclopropylmethyl)-3,5-bis(trifluoromethyl)benzamide BrC1=C(N(N=C1)C1=NC=CC=C1)C(C)N(C(C1=CC(=CC(=C1)C(F)(F)F)C(F)(F)F)=O)CC1CC1